bis(eth-2-yl) ether CCOCC